C1(=CC=CC=C1)N(C1=CC=C(C=C1)C1=CC=C2C=3C=CC(=CC3C(C2=C1)(CCCCCCCC)CCCCCCCC)C1=CCN(C2=CC=CC=C12)CC)C1=CC=CC=C1 4-(7-(4-(diphenylamino)phenyl)-9,9-dioctyl-9H-fluoren-2-yl)-1-ethylquinoline